2,6-diisocyanatohexanoic acid 2-isocyanatoethyl ester N(=C=O)CCOC(C(CCCCN=C=O)N=C=O)=O